NC1=C(N=CC2=C(C=CC=C12)C=1C(=NC=NC1)C)C(=O)NCCC 4-amino-8-(4-methylpyrimidin-5-yl)-N-propylisoquinoline-3-carboxamide